NC=1C(=C(C=CC1)SC=1N=CC(=NC1)N1CCCC1)Cl 1-(5-((3-amino-2-chlorophenyl)thio)pyrazin-2-yl)pyrrolidin